OC1=C(C=C(C=C1)C(C)C)C=1C=C(C=C(C1O)C1=C(C=CC(=C1)C(C)C)O)C(C)(C)C1=CC=C(C=C1)C(CC1=CC(=C(C(=C1)C1=C(C=CC(=C1)C(C)C)O)O)C1=C(C=CC(=C1)C(C)C)O)C1=CC(=C(C(=C1)C1=C(C=CC(=C1)C(C)C)O)O)C1=C(C=CC(=C1)C(C)C)O 4,4'-[1-{4-[1-(3,5-Bis(2-hydroxy-5-isopropylphenyl)-4-hydroxyphenyl)-1-methylethyl]phenyl}ethylene]bis[2,6-bis(2-hydroxy-5-isopropylphenyl)phenol]